(2R,4aS,4bS,6aS,7R,7aS,8aR,8bS,8cR,10aR)-7-((2S,3S)-3-hydroxy-4-methoxybutan-2-yl)-4a,6a-dimethyl-2-(trifluoromethyl)octadecahydrocyclopropa[4,5]cyclopenta[1,2-a]phenanthren-2-ol O[C@@H]([C@@H](C)[C@H]1[C@@H]2[C@H]([C@@H]3[C@@]1(CC[C@@H]1[C@]4(CC[C@](C[C@H]4CC[C@@H]31)(O)C(F)(F)F)C)C)C2)COC